1-(p-tolyl)cyclopropanecarboxylic acid C1(=CC=C(C=C1)C1(CC1)C(=O)O)C